[Si](C)(C)(C(C)(C)C)OC1CC2(C1)CCN(CC2)C=2C=C1C3(C(N(C1=CC2)C2=C(C#N)C(=CC=C2)Cl)=O)CCCCC3 2-(5'-(2-((tert-butyldimethylsilyl)oxy)-7-azaspiro[3.5]nonan-7-yl)-2'-oxospiro[cyclohexane-1,3'-indolin]-1'-yl)-6-chlorobenzonitrile